CN1CCC(CC1)=O 1-methyl-piperidin-4-one